FC(OC1=CC=CC=2C(N[C@H]3C=4N([C@@H](C21)C3)C3=C(N4)C=CC(=C3)C=3C=NC(=NC3)C(C)(C)N(CC=C)CC=C)=O)F (7R,14R)-1-(difluoromethoxy)-11-(2-{2-[di(prop-2-en-1-yl)amino]propan-2-yl}pyrimidin-5-yl)-6,7-dihydro-7,14-methanobenzimidazo[1,2-b][2,5]benzodiazocin-5(14H)-one